Tert-butyl 4-(5-(3,4-difluorobenzoyl) pyrimidin-2-yl)-3,6-dihydropyridine-1(2H)-carboxylate FC=1C=C(C(=O)C=2C=NC(=NC2)C=2CCN(CC2)C(=O)OC(C)(C)C)C=CC1F